[2-(4-hydroxy-1H-indol-3-yl)ethyl]bis(propan-2-yl)azanium (2E)-3-carboxyprop-2-enoate C(=O)(O)/C=C/C(=O)[O-].OC1=C2C(=CNC2=CC=C1)CC[NH+](C(C)C)C(C)C